C(C)NC(=O)C=1N=C(NC1C)C1=NC=CC(=C1)C=1C=NC=C(C1)S(=O)(=O)C N-Ethyl-5-methyl-2-[5-(methylsulfonyl)-3,4'-bipyridin-2'-yl]-1H-imidazol-4-carboxamid